C(C1=CC=CC=C1)N1C[C@@H](N(CC1)C1=NC=C(C(=C1)N)Cl)C (S)-2-(4-benzyl-2-methylpiperazin-1-yl)-5-chloropyridin-4-amine